CN1CCC(CC1)OC=1C=CC(=NC1)C1=NSC(=N1)NC1=NC=CC=C1C 3-(5-(1-methylpiperidin-4-yloxy)pyridin-2-yl)-N-(3-methylpyridin-2-yl)-1,2,4-thiadiazol-5-amine